C(C1=CC=CC=C1)O[C@@H]1[C@H](CO[C@@H]([C@@H]1OCC1=CC=CC=C1)COCC1=CC=CC=C1)NS(=O)(=O)C1=CC=C(C=C1)C N-((3S,4R,5R,6R)-4,5-bis(benzyloxy)-6-((benzyloxy)methyl)tetrahydro-2H-pyran-3-yl)-4-methylbenzenesulfonamide